3,3-diethyl-2,4-Pentanedione C(C)C(C(C)=O)(C(C)=O)CC